2-(5-(2-(3-fluoro-3-methylcyclobutyl)ethyl)-2-oxopyrazin-1(2H)-yl)-4-methylpentanoic acid FC1(CC(C1)CCC=1N=CC(N(C1)C(C(=O)O)CC(C)C)=O)C